COC1=CC=C(CC=2C=NC(=NC2)N2CCN(CC2)C=2C=NN3C2C=CC(=C3)C=3C=NN(C3)C)C=C1 3-(4-(5-(4-methoxybenzyl)pyrimidin-2-yl)piperazin-1-yl)-6-(1-methyl-1H-pyrazol-4-yl)pyrazolo[1,5-a]pyridine